NC=1C=C(C=C2C=C(N=NC12)NC(=O)NC1COCC1)C=1C=NC=CC1CC 1-[8-amino-6-(4-ethyl-3-pyridyl)cinnolin-3-yl]-3-tetrahydrofuran-3-yl-urea